3-chloro-7-methyl-1H-indole-5-carboxylic acid ethyl ester C(C)OC(=O)C=1C=C2C(=CNC2=C(C1)C)Cl